COCOCCCC(CC(C)[Li])C 6-methoxymethoxy-1,3-dimethylhexyllithium